N-(2'-chloro-3'-(2,6-dioxopiperidin-3-yl)-[1,1'-biphenyl]-4-yl)isoxazole-3-carboxamide ClC1=C(C=CC=C1C1C(NC(CC1)=O)=O)C1=CC=C(C=C1)NC(=O)C1=NOC=C1